2-hydroxy-3-butoxypropyl acrylate C(C=C)(=O)OCC(COCCCC)O